(3R)-N-(cyclobutylmethyl)-1-[6-[[4-(5-methoxy-3-pyridyl)imidazol-1-yl]methyl]pyridazin-3-yl]piperidin-3-amine C1(CCC1)CN[C@H]1CN(CCC1)C=1N=NC(=CC1)CN1C=NC(=C1)C=1C=NC=C(C1)OC